C1(CC1)N1C(CNCC1)=O 1-cyclopropylpiperazin-2-one